FC1=CC=C(CC2=CC(N(C3=CC=CC=C23)C)=O)C=C1 4-(4-fluorobenzyl)-1-methyl-quinolin-2(1H)-one